(1s,3s)-3-((5-(1-(2,2-difluoroethyl)-2-methyl-1H-benzo[d]imidazol-6-yl)-4-methoxy-7H-pyrrolo[2,3-d]pyrimidin-2-yl)amino)-N,N,1-trimethylcyclobutane-1-carboxamide FC(CN1C(=NC2=C1C=C(C=C2)C2=CNC=1N=C(N=C(C12)OC)NC1CC(C1)(C(=O)N(C)C)C)C)F